O1-tert-butyl O2-[8-(1-hexylheptoxy)-7,7-dimethyl-8-oxo-octyl] (2S,4S)-4-hydroxypyrrolidine-1,2-dicarboxylate O[C@H]1C[C@H](N(C1)C(=O)OC(C)(C)C)C(=O)OCCCCCCC(C(=O)OC(CCCCCC)CCCCCC)(C)C